C1(=CC=CC=C1)C1C(C(C1C1=CC=CC=C1)C1=CC(=CC(O1)=O)OC)C1=CC(=CC(O1)=O)OC 6,6'-(3,4-diphenylcyclobutane-1,2-diyl)bis(4-methoxy-2H-pyran-2-one)